COC=1C=C2CN(CC2=CC1)C1=C(C(NN=C1)=O)C 5-(5-Methoxyisoindolin-2-yl)-4-methylpyridazin-3(2H)-one